OC1C=CC(N1)=O 5-hydroxy-1H-pyrrol-2(5H)-one